OC[C@H](C1=CC(=NC=C1)N1CCN(CC1)C)NC(CC)=O N-[(1S)-2-hydroxy-1-[2-(4-methylpiperazin-1-yl)pyridin-4-yl]ethyl]propionamide